C(C)(C)(C)OC(=O)N(CCCCN(C(OC(C)(C)C)=O)CC1=CC(=C(C=C1)C1=CC=CC=C1)Cl)CCNC1=NC2=C(C3=CN=CC=C13)C=CC(=C2)C#N tert-butyl (4-((tert-butoxycarbonyl)(2-((8-cyanobenzo[c][2,6]naphthyridin-5-yl)amino)ethyl)amino)butyl)((2-chloro-[1,1'-biphenyl]-4-yl)methyl)carbamate